N(=[N+]=[N-])CC1=C2C=CNC2=CC(=C1OC1=CC(=CC=C1)C1=NN(C=C1)C(CCCOC(C)(C#C)C)C1=CC(=CC=C1)Br)F 4-(azidomethyl)-5-(3-(1-(1-(3-bromophenyl)-4-((2-methylbut-3-yn-2-yl)oxy)butyl)-1H-pyrazol-3-yl)phenoxy)-6-fluoro-1H-indole